ClC1=C(C=CC=C1)C1=CC=2NC(N(C(C2S1)=O)C1=CN=CC2=CC=C(C=C12)C)=O 6-(2-chlorophenyl)-3-(6-methylisoquinolin-4-yl)thieno[3,2-d]pyrimidine-2,4(1H,3H)-dione